C(C(=O)OC(C)(C)C)(C)CC t-butyl t-pentanoate